NC(C)(C(CC(CCCCCCCCCCCCC)O)=O)C 2-amino-5-hydroxy-2-methyloctadecan-3-one